BrC1=CC(=C(C(=O)NC2=CC(=C(C=C2)N2CCN(CC2)C(=O)OC(C)(C)C)C)C=C1)OC tert-butyl 4-(4-(4-bromo-2-methoxybenzamido)-2-methylphenyl)piperazine-1-carboxylate